CC1=CC=C(O1)C(=O)NC1=NC(=CC=C1)C 5-methyl-N-(6-methylpyridin-2-yl)furan-2-carboxamide